3-((3-fluoro-4-(4-(((5-fluoro-4-oxo-7-((tetrahydro-2H-pyran-4-yl)methoxy)-3,4-dihydroquinazolin-2-yl)methyl)thio)-[1,4'-bipiperidin]-1'-yl)phenyl)amino)piperidine-2,6-dione FC=1C=C(C=CC1N1CCC(CC1)N1CCC(CC1)SCC1=NC2=CC(=CC(=C2C(N1)=O)F)OCC1CCOCC1)NC1C(NC(CC1)=O)=O